C(C1=CC=CC=C1)OC(=O)N1CC2(CCOC2)C(C1)C(=O)O 7-[(benzyloxy)carbonyl]-2-oxa-7-azaspiro[4.4]nonane-9-carboxylic acid